2-dihexylamino-4-isopropyloxy-6-(3-triethoxysilylpropyl)amino-1,3,5-triazine C(CCCCC)N(C1=NC(=NC(=N1)OC(C)C)NCCC[Si](OCC)(OCC)OCC)CCCCCC